2-(8-chloro-2-(((1s,3s)-3-methoxycyclobutyl)(methyl)amino)-9-(methylthio)-5-oxobenzo[b][1,8]naphthyridin-10(5H)-yl)acetic acid ClC=1C=CC2=C(N(C=3N=C(C=CC3C2=O)N(C)C2CC(C2)OC)CC(=O)O)C1SC